OC1=C(CNC2=C(C(=O)N)C=CC=C2)C=C(C=C1)O (2,5-dihydroxy-benzylamino)-benzamide